C(#N)CN1C([C@@H](C2=CC=CC=C12)O)=O (+)-(R)-cyanomethyl-3-hydroxyoxindole